BrC1=C(C=C(C(=O)OCC)C=C1)NC=C1C(OC(OC1=O)(C)C)=O ethyl 4-bromo-3-[(2,2-dimethyl-4,6-dioxo-1,3-dioxan-5-ylidene)methylamino]benzoate